N-(6-(2H-1,2,3-triazol-2-yl)-5-(trifluoromethyl)pyridin-3-yl)-4-(3-amino-5-(3-methoxypropyl)pyridin-4-yl)-2-chloro-5-fluorobenzamide N=1N(N=CC1)C1=C(C=C(C=N1)NC(C1=C(C=C(C(=C1)F)C1=C(C=NC=C1CCCOC)N)Cl)=O)C(F)(F)F